ClC1=C2C(=C(N=N1)C)C=NC(=C2)N2C1CN(C(C2)C1)C(=O)OC(C)(C)C tert-butyl 5-(1-chloro-4-methylpyrido[3,4-d]pyridazin-7-yl)-2,5-diazabicyclo[2.2.1]heptane-2-carboxylate